(S)- and (R)-2-((4-cyanophenethyl)amino)-N-(5-(4-(methylsulfonyl)piperazin-1-yl)pyridin-2-yl)-2-phenylacetamide C(#N)C1=CC=C(CCN[C@H](C(=O)NC2=NC=C(C=C2)N2CCN(CC2)S(=O)(=O)C)C2=CC=CC=C2)C=C1 |r|